spiro[benzo[e]indole-1,7'-chromeno[4,3-b]quinoline]-2,6'(3H,12'H)-dione C1=C2C(=CC=C1)OC(C1=C2NC2=CC=CC=C2C12C(NC=1C=CC3=C(C12)C=CC=C3)=O)=O